C(C)C1=C(C(=C(C=C1)O)OCCCCCC)CC Diethyl-hexyloxyphenol